C(CC)(=O)OC.C(CC)(=O)ON1CCNCC1 methyl piperazinyl dipropionate